6-[(1S,4S)-2,5-diazabicyclo[2.2.1]heptan-2-yl]-N-[4-(difluoromethoxy)-2,3-difluoro-phenyl]-7-fluoro-pyrido[3,2-d]pyrimidin-4-amine [C@@H]12N(C[C@@H](NC1)C2)C=2C(=CC=1N=CN=C(C1N2)NC2=C(C(=C(C=C2)OC(F)F)F)F)F